C(C(O)C)(=O)O.C(C(O)C)(=O)O lactic acid lactate